N-ethyl-2-(6-oxo-3-[3-[5-(trifluoromethyl)pyridin-3-yl]-1,2,4-oxadiazol-5-yl]pyridazin-1-yl)acetamide C(C)NC(CN1N=C(C=CC1=O)C1=NC(=NO1)C=1C=NC=C(C1)C(F)(F)F)=O